2-(6-bromo-2-(3,6-dihydro-2H-pyran-4-yl)-5-ethyl-7-oxo-[1,2,4]triazolo[1,5-a]pyrimidin-4(7H)-yl)-N-(2-chloro-5-fluoro-4-(trifluoromethyl)phenyl)acetamide BrC1=C(N(C=2N(C1=O)N=C(N2)C=2CCOCC2)CC(=O)NC2=C(C=C(C(=C2)F)C(F)(F)F)Cl)CC